n-propylammonium hydroxid [OH-].C(CC)[NH3+]